BrC1=CC=C2C3(C=4N(C=5C=CC=C(C5C(N4)=O)Cl)C2=C1)CCCCC3 10'-bromo-4'-chloro-5'H-spiro[cyclohexane-1,7'-indolo[1,2-a]quinazolin]-5'-one